CC1=NC2=NC(=NC=C2N1)CC1=CC=CC=C1 methyl-benzyl-purine